4-((5-(cyclopropylethynyl)-2-methylphenyl)(2,2,2-trifluoroethoxy)methyl)-1-((5,5-dimethyl-1,3-dioxan-2-yl)methyl)-1H-1,2,3-triazole C1(CC1)C#CC=1C=CC(=C(C1)C(C=1N=NN(C1)CC1OCC(CO1)(C)C)OCC(F)(F)F)C